5-(1-fluoro-3-hydroxy-7-{[2-(1H-pyrazol-1-yl)ethyl]amino}-5,6,7,8-tetrahydronaphthalen-2-yl)-1λ6,2,5-thiadiazolidine-1,1,3-trione FC1=C(C(=CC=2CCC(CC12)NCCN1N=CC=C1)O)N1CC(NS1(=O)=O)=O